NC1=C(C=CC(=C1)C(F)(F)F)B(O)O (2-amino-4-(trifluoromethyl)phenyl)boronic acid